ClC1=CC(=C(C=C1)C1=NC(=NC2=C1N=C(N(C2=O)C)C)N2CCOC1(CCCC1)C2)F 8-(4-chloro-2-fluorophenyl)-2,3-dimethyl-6-(6-oxa-9-azaspiro[4.5]decan-9-yl)pyrimido[5,4-d]pyrimidin-4(3H)-one